CC1(C2C3C4C=CC(C3C(C1)C2)C4)C(=O)OC(C)C 8-methyl-8-i-propoxycarbonyltetracyclo[4.4.0.12,5.17,10]dodec-3-ene